N-(2-(2-methylpyrrolidin-3-yl)thieno[2,3-b]pyridin-4-yl)benzo[d]thiazol-5-amine CC1NCCC1C1=CC=2C(=NC=CC2NC=2C=CC3=C(N=CS3)C2)S1